ClC1=C(OC=2C=CC(N(C2)CC2=CC=C(C=C2)C)=O)C(=CC(=C1)N1C(=CC=C1C)C)Cl 5-(2,6-Dichloro-4-(2,5-dimethyl-1H-pyrrol-1-yl)phenoxy)-1-(4-methylbenzyl)pyridin-2(1H)-one